C1=2CN(CCN(CCN(CC(=CC=C1)N2)CC(=O)O)CC(=O)O)CC(=O)O 3,6,9,15-tetraazabicyclo[9.3.1]pentadecan-1(15),11,13-triene-3,6,9-triacetic acid